(5RS)-3-Oxo-2-{[6-(trifluoromethyl)pyridin-3-yl]methyl}-2,3,5,6,7,8-hexahydro[1,2,4]triazolo[4,3-a]pyridin O=C1N(N=C2N1CCCC2)CC=2C=NC(=CC2)C(F)(F)F